tert-butyl (3S)-3-[[4-[1-(benzenesulfonyl)-6-[(E)-3-hydroxy-3-methyl-but-1-enyl]indol-3-yl]-5-(trifluoromethyl)pyrimidin-2-yl]amino]piperidine-1-carboxylate C1(=CC=CC=C1)S(=O)(=O)N1C=C(C2=CC=C(C=C12)\C=C\C(C)(C)O)C1=NC(=NC=C1C(F)(F)F)N[C@@H]1CN(CCC1)C(=O)OC(C)(C)C